ethyl 2-[3-(1-isopropyl-3,5-dimethyl-pyrazol-4-yl) pyrazolo[1,5-a]pyridin-5-yl]-4-methoxy-thiazole-5-carboxylate C(C)(C)N1N=C(C(=C1C)C=1C=NN2C1C=C(C=C2)C=2SC(=C(N2)OC)C(=O)OCC)C